7-hydroxy-2-(methoxymethyl)-2-methyl-5-pentyl-8-(m-tolyl)-4H-benzo[d][1,3]dioxin-4-one OC=1C=C(C2=C(OC(OC2=O)(C)COC)C1C=1C=C(C=CC1)C)CCCCC